1-(5-(4,4-difluoropiperidine-1-carbonyl)pyridin-2-yl)-1H-indazole-5-carboxylic acid FC1(CCN(CC1)C(=O)C=1C=CC(=NC1)N1N=CC2=CC(=CC=C12)C(=O)O)F